thio-bis(5-methyl-2-tert-butylphenol) S(C=1C(=C(C=C(C1)C)O)C(C)(C)C)C=1C(=C(C=C(C1)C)O)C(C)(C)C